BrC=1SC(=CN1)C1(C(N(CC1)C)=O)O (2-Bromothiazol-5-yl)-3-hydroxy-1-methylpyrrolidin-2-one